BrCCOCCOC1=NC2=C(N1)C=CC=C2 2-(2-(2-bromoethoxy)ethoxy)-1H-benzo[d]imidazole